NCCCN(C(OCCCC)=O)CCC1=CC=C(C=C1)F butyl (3-aminopropyl)(4-fluorophenethyl)carbamate